N1N=C(C=C1)C1=NC2=C(N1)C=CC(=C2)N 2-(1H-Pyrazole-3-yl)-1H-benzo[d]imidazol-5-amine